FC1(OC2=C(O1)C(=CC(=C2)NC2=NC(=CC(=N2)NC)C)OCCCN2CCCC2)F N2-[2,2-difluoro-7-(3-pyrrolidin-1-ylpropoxy)-1,3-benzodioxol-5-yl]-N4,6-dimethyl-pyrimidine-2,4-diamine